C1=NC=CC2=CC(=CC=C12)CCNC(OC(C)(C)C)=O tert-Butyl (2-(isoquinolin-6-yl)ethyl)carbamate